S1C=NC2=C1C=CC(=C2)[C@H]2N(C[C@@H](CC2)C)C(C(=O)NC2=C(C(=NC=C2)OC)C(=O)N)=O [[2-[(2S,5R)-2-(1,3-benzothiazol-5-yl)-5-methyl-1-piperidyl]-2-oxo-acetyl]amino]-2-methoxy-pyridine-3-carboxamide